3-n-Butylphthalide CCCCC1C2=CC=CC=C2C(=O)O1